4-(trifluoromethyl)-2,3-dihydro-1H-isoindole-2-carboxylate FC(C1=C2CN(CC2=CC=C1)C(=O)[O-])(F)F